perfluorophenyl 3-hydroxy-6-methylpicolinate OC=1C(=NC(=CC1)C)C(=O)OC1=C(C(=C(C(=C1F)F)F)F)F